Oxidovanadium(IV) O=[V+2]